1-(4-Fluorophenyl)-3,4'-dimethyl-1'H-spiro[pyrazole-4,2'-quinolin]-5(1H)-one FC1=CC=C(C=C1)N1N=C(C2(NC3=CC=CC=C3C(=C2)C)C1=O)C